4-((4-Chlorophenyl)amino)-3,3,6,7-tetramethyl-3,4-dihydroquinolin-2(1H)-one ClC1=CC=C(C=C1)NC1C(C(NC2=CC(=C(C=C12)C)C)=O)(C)C